(S)-9-bromo-10-chloro-2,2,8-trifluoro-6-(methylsulfonyl)-2,3,12,12a-tetrahydro-1H-pyrrolo[2',1':3,4][1,4]oxazepino[5,6,7-de]quinazoline BrC=1C(=CN2C1[C@@H](OC=1C=3C2NC(NC3C=CC1S(=O)(=O)C)(F)F)F)Cl